(R)-N-(1-(3,5-bis(5-chlorothiophen-3-yl)phenyl)ethyl)-5-(2-(dimethylamino)ethoxy)-2-methylbenzamide ClC1=CC(=CS1)C=1C=C(C=C(C1)C1=CSC(=C1)Cl)[C@@H](C)NC(C1=C(C=CC(=C1)OCCN(C)C)C)=O